C1(CCCC1)OC(C1=CN=C(C=C1)NC([C@H](C)N1C[C@@H](C(CC1)(F)F)C1=CNC(C=C1)=O)=O)=O 6-((S)-2-((S)-4,4-difluoro-3-(6-oxo-1,6-dihydropyridin-3-yl)piperidin-1-yl)propanamido)nicotinic acid cyclopentyl ester